2-[(cyclobutanylamino)oxy]2-methylpropanoic acid C1(CCC1)NOC(C(=O)O)(C)C